ClC1=C(C=CC(=C1)CNC([2H])([2H])[2H])N1N=CC(=C1)C1=NC(=NC=C1C#N)NC1CCN(CC1)S(=O)(=O)C1CC1 4-(1-(2-Chloro-4-(((methyl-d3)amino)methyl)phenyl)-1H-pyrazol-4-yl)-2-((1-(cyclopropylsulfonyl)piperidin-4-yl)amino)pyrimidine-5-carbonitrile